1-tert-butoxycarbonyl-3-(aminomethyl)piperidine C(C)(C)(C)OC(=O)N1CC(CCC1)CN